FC1=C(CNC(=O)N2C(=CCC=C2)C(=O)O)C(=CC(=C1)F)F ((2,4,6-trifluorobenzyl)carbamoyl)-1,4-dihydropyridine-2-carboxylic acid